CN1N=C(C2=CC=CC(=C12)C(C(=O)O)N1CC(C1)OCCCCCC1=NC=2NCCC(C2C=C1)(C)C)C 2-(1,3-dimethyl-1H-indazol-7-yl)-2-(3-(5-(5,5-dimethyl-5,6,7,8-tetrahydro-1,8-naphthyridin-2-yl)pentyloxy)azetidin-1-yl)acetic acid